(S)-(5-(tert-butyl)-1,3,4-oxadiazol-2-yl)(4-(7-methylpyrazolo[1,5-a]pyridin-2-yl)-6,7-dihydro-1H-imidazo[4,5-c]pyridin-5(4H)-yl)methanone C(C)(C)(C)C1=NN=C(O1)C(=O)N1[C@@H](C2=C(CC1)NC=N2)C2=NN1C(C=CC=C1C)=C2